Methyl 2-[tert-butoxycarbonyl-[(E)-5-(4,4,5,5-tetramethyl-1,3,2-dioxaborolan-2-yl)pent-4-enyl]amino]acetate C(C)(C)(C)OC(=O)N(CC(=O)OC)CCC\C=C\B1OC(C(O1)(C)C)(C)C